tert-butyl N-amino-N-(2-methoxyethyl)carbamate NN(C(OC(C)(C)C)=O)CCOC